P(=O)(O)(O)O[C@H]1[C@H]([C@@H](O[C@@H]1CO)N1C=NC=2C(=O)NC(N)=NC12)OC 2'-O-methyl guanosine-3'-phosphate